3-(4-(5-((6-(3,5-dichlorophenyl)-4-((4-fluoro-4-(((methoxycarbonyl)amino)methyl)piperidin-1-yl)methyl)pyridin-2-yl)oxy)pyrimidin-2-yl)piperazin-1-yl)propanoic acid ClC=1C=C(C=C(C1)Cl)C1=CC(=CC(=N1)OC=1C=NC(=NC1)N1CCN(CC1)CCC(=O)O)CN1CCC(CC1)(CNC(=O)OC)F